BrC=1C=C2C(=NNC(C2=CC1)=O)C([2H])([2H])Cl 6-bromo-4-(chloromethyl-d2)phthalazin-1(2H)-one